C12(CC(C1)C2)C(=O)N[C@H](C(=O)N2[C@@H]([C@H]1C([C@H]1C2)(C)C)C(=O)O)C(C)(C)C (1R,2S,5S)-3-[(2S)-2-(bicyclo[1.1.1]pentane-1-carbonylamino)-3,3-dimethyl-butanoyl]-6,6-dimethyl-3-azabicyclo[3.1.0]hexane-2-carboxylic acid